C(\C=C/C\C=C/CCC)O (2z,5z)-non-2,5-dien-1-ol